4-chlorophthalic acid sodium salt [Na+].ClC=1C=C(C(C(=O)[O-])=CC1)C(=O)[O-].[Na+]